N1=CN=C(C2=CC=CC=C12)[NH3+] quinazolin-4-aminium